C(#N)CC1C[C@@H]2[C@@H](CN(C2)C(=O)OC(C)(C)C)C1 tert-butyl (3aR,6aS)-5-(cyanomethyl)hexahydrocyclopenta[c]pyrrole-2(1H)-carboxylate